4-(4-((3-chlorophenyl)sulfonamido)phenyl)-1H-pyrrolo[2,3-b]pyridin ClC=1C=C(C=CC1)S(=O)(=O)NC1=CC=C(C=C1)C1=C2C(=NC=C1)NC=C2